[Si](C)(C)(C(C)(C)C)OCC(OC=1C=2N(C=C(C1)C=1N=NN(C1C)C1CCN(CC1)C(=O)OC(C)(C)C)N=CC2C#N)C2=CN=CC1=CC=CC=C21 tert-Butyl 4-[4-[4-[2-[tert-butyl(dimethyl)silyl]oxy-1-(4-isoquinolyl)ethoxy]-3-cyano-pyrazolo[1,5-a]pyridin-6-yl]-5-methyl-triazol-1-yl]piperidine-1-carboxylate